C(C=C)(=O)NN1CC(CCC1)C=1N=C2C(=NC1)NC=C2C#CC2=CC(=CC(=C2)OC)OC 2-(1-acrylamido-3-piperidinyl)-7-(3,5-dimethoxyphenylethynyl)-5H-pyrrolo[2,3-b]pyrazine